CN1C(C(=CC(=C1)C=1C=C2C(=NC1)C1=C(N2C(C2CCOCC2)C2=CC=CC=C2)C=CS1)C)=O 1,3-dimethyl-5-(4-(phenyl-(tetrahydro-2H-pyran-4-yl)methyl)-4H-thieno[2',3':4,5]pyrrolo[3,2-b]pyridin-6-yl)pyridin-2(1H)-one